C(CCCCC)(=O)OCCCCCCCCCCCCCCCCCCCCCCCCCC hexacosyl hexanoate